C(=O)(OC(C)(C)C)C1=C(C=2CC3=CC=CC=C3C2C=C1)C(=O)OCC1C2=CC=CC=C2C2=CC=CC=C12 BocFmocfluorene